1-(2-([1,2,4]triazolo[1,5-a]pyrimidin-6-yl)thieno[2,3-d]pyrimidin-6-yl)-3-(trifluoromethyl)cyclobutan-1-ol N1=CN=C2N1C=C(C=N2)C=2N=CC1=C(N2)SC(=C1)C1(CC(C1)C(F)(F)F)O